3-(3-fluoro-4-methylphenyl)-4-phenylthiazolidine-2-carboxylic acid ethyl ester C(C)OC(=O)C1SCC(N1C1=CC(=C(C=C1)C)F)C1=CC=CC=C1